1-(4-chloro-2-nitrophenyl)ethanone ClC1=CC(=C(C=C1)C(C)=O)[N+](=O)[O-]